C(C)(C)(C)OC(=O)N1C(N(C(C1=C)=O)CC1=CC=CC=C1)=O 3-benzyl-5-methylene-2,4-dioxoimidazoline-1-carboxylic acid tert-butyl ester